N1(CCN(CC1)C(CCN(C)CCN)=O)C(CCN(C)CCN)=O 1,1'-(piperazine-1,4-diyl)bis(3-((2-aminoethyl)(methyl)amino)propan-1-one)